2-biphenylyl glycidyl ether C(C1CO1)OC=1C(=CC=CC1)C1=CC=CC=C1